N-[(1R)-1-[3-(Difluoromethoxy)-5-(1-methylpyrazol-4-yl)phenyl]ethyl]-2-methyl-5-(4-methylpiperazin-1-yl)benzamide FC(OC=1C=C(C=C(C1)C=1C=NN(C1)C)[C@@H](C)NC(C1=C(C=CC(=C1)N1CCN(CC1)C)C)=O)F